2-(benzyloxycarbonylamino)-4-methoxy-butyric acid C(C1=CC=CC=C1)OC(=O)NC(C(=O)O)CCOC